NC=1C(=NC=CN1)C(=O)N(C)OC 3-amino-N-methoxy-N-methylpyrazine-2-carboxamide